CC1=CSC2=C1NC(C(=C2)C(=O)OCC)=O ethyl 3-methyl-5-oxo-4,5-dihydrothieno[3,2-b]pyridine-6-carboxylate